methyl-5-amino-N6-[2-(dimethylamino)ethyl]-1-benzofuran-2,6-dicarboxamide CC1=C(OC2=C1C=C(C(=C2)C(=O)NCCN(C)C)N)C(=O)N